COC(=O)C=1N=NN(C1O)CC1=CC=C(C=C1)OC 5-hydroxy-1-(4-methoxybenzyl)-1H-1,2,3-triazole-4-carboxylic acid methyl ester